C1(NCCC12CCS(CC2)(=O)=O)=O 8-thia-2-azaspiro[4.5]decan-1-one 8,8-dioxide